ClC=1C=NC(=NC1)N1CCC(CC1)CCCOC1=CC(=C(C(=C1)F)CC(=O)NC(CO)(CO)CO)F 2-[4-[3-[1-(5-chloropyrimidin-2-yl)-4-piperidyl]propoxy]-2,6-difluoro-phenyl]-N-[2-hydroxy-1,1-bis(hydroxymethyl)ethyl]acetamide